1-methyl-pyrazole CN1N=CC=C1